4-((4-fluoro-2-methyl-1H-indol-5-yl) oxy)-7-methoxyquinolin-6-yl (S)-3,4-dimethylpiperazine-1-carboxylate C[C@H]1CN(CCN1C)C(=O)OC=1C=C2C(=CC=NC2=CC1OC)OC=1C(=C2C=C(NC2=CC1)C)F